COC=1C=C(C=C2C(NC(S2)=O)=O)C=CC1OC 5-(3',4'-dimethoxybenzylidene)-2,4-dioxotetrahydro-1,3-thiazole